ClC=1C=C(C=CC1F)NC1=C2C=C(NC2=C(C=C1F)F)C(=O)O 4-((3-chloro-4-fluorophenyl)amino)-5,7-difluoro-1H-indole-2-carboxylic acid